ClC1=C(C=CC=2C(=C3N(C12)CCN(C3)C(CN(C(C)=O)C)=O)C=3C=NNC3)Cl N-[2-[6,7-dichloro-10-(1H-pyrazol-4-yl)-3,4-dihydro-1H-pyrazino[1,2-a]indol-2-yl]-2-oxo-ethyl]-N-methyl-acetamide